tertbutyl 4-(6-chloropyridin-2-yl)piperidine-1-carboxylate ClC1=CC=CC(=N1)C1CCN(CC1)C(=O)OC(C)(C)C